2,2,2-trifluoroethyl 2-[cyclopropyl-[[5-(trifluoromethyl)-2-pyridyl]methyl]amino]-2-oxo-acetate C1(CC1)N(C(C(=O)OCC(F)(F)F)=O)CC1=NC=C(C=C1)C(F)(F)F